3-(1-(4-(6-oxo-1,6-dihydropyridazin-3-yl)-2-(trifluoromethyl)phenyl)piperidin-4-yl)propionic acid O=C1C=CC(=NN1)C1=CC(=C(C=C1)N1CCC(CC1)CCC(=O)O)C(F)(F)F